Cl.NC1=CC=C(C=C1)[S@@](=O)(C)=N (S)-(4-aminophenyl)(imino)(methyl)-λ6-sulfanone hydrochloride